CC1=CC=C(C=C1)S(=O)(=O)O\N=C(\C1=NC=C(C=C1[S@](=O)CC)C1(CC1)C#N)/N [(Z)-[amino-[5-(1-cyanocyclopropyl)-3-[(R)-ethylsulfinyl]-2-pyridyl]-methylene]-amino] 4-methylbenzenesulfonate